FC=1C=C(C(=O)O)C=C(C1)S(=O)(=O)CCO 3-fluoro-5-((2-hydroxyethyl)sulfonyl)benzoic acid